9,10-difluoro-7-oxo-2,3-dihydro[1,4]thiazino[2,3,4-ii]quinoline-6-carbaldehyde FC=1C=C2C(C(=CN3C2=C(C1F)SCC3)C=O)=O